S1[Si](=CC=C1)C(=O)N silathiopheneamide